N1,N1'-(1,3-phenylene)diphthalamide C1(=CC(=CC=C1)NC(C=1C(C(=O)N)=CC=CC1)=O)NC(C=1C(C(=O)N)=CC=CC1)=O